[C@@H]12CN(C[C@@H](O1)C2)C=2N=CC(=NC2)C=2C(=CC(=NC2)NC(C)=O)NC2=NC(=NC=C2)C(C)(F)F N-(5-(5-((1R,5S)-6-oxa-3-azabicyclo[3.1.1]heptan-3-yl)pyrazin-2-yl)-4-((2-(1,1-difluoroethyl)pyrimidin-4-yl)amino)pyridin-2-yl)acetamide